C(C1=CC=CC=C1)OC1=NC(=CC=C1C1=CN(C2=CC(=CC=C12)N1CCC(CC1)N(C(OC(C)(C)C)=O)C)C)OCC1=CC=CC=C1 tert-Butyl N-[1-[3-(2,6-dibenzyloxy-3-pyridyl)-1-methyl-indol-6-yl]-4-piperidyl]-N-methyl-carbamate